CC=1C=C(C(=NC1)C(=O)N1[C@@H]2[C@@H](C[C@H](C1)CC2)NC2=NC=C(C=C2)C)C2=NC=CC=N2 (5-methyl-3-(pyrimidin-2-yl)pyridin-2-yl)((1S,4R,6R)-6-((5-methylpyridin-2-yl)amino)-2-azabicyclo[2.2.2]octan-2-yl)methanone